C(C)(C)(C)C1=C(C=CC(=C1)C(C)(C)C)OP(OC1=C(C=C(C=C1)C(C)(C)C)C(C)(C)C)C1=CC=C(C=C1)C1=CC=C(C=C1)P(OC1=C(C=C(C=C1)C(C)(C)C)C(C)(C)C)OC1=C(C=C(C=C1)C(C)(C)C)C(C)(C)C Tetrakis-(2,4-di-tert-butylphenyl)-[1,1-biphenyl]-4,4'-diylbisphosphonit